BrC1=C(C(=NC(=C1)C)C1=NC(=CC=C1O)C)O 4-bromo-6,6'-dimethyl-[2,2'-bipyridine]-3,3'-diol